OC[C@H]1N(C[C@@H]([C@H]([C@@H]1O)O)O)CCC1=CC=C(C=C1)CCNC1=C(C=C(C=C1)C1=CC=NC=C1)[N+](=O)[O-] (2R,3R,4R,5S)-2-(hydroxymethyl)-1-{2-[4-(2-{[2-nitro-4-(pyridin-4-yl)phenyl]amino}ethyl)phenyl]ethyl}piperidine-3,4,5-triol